C(C=C)OC1=C(OCC(CNC(C)C)O)C=CC=C1 1-[2-(allyloxy)phenoxy]-3-(isopropylamino)propan-2-ol